cetyl-3,5-bis-tert-butyl-4-hydroxybenzoate C(CCCCCCCCCCCCCCC)OC(C1=CC(=C(C(=C1)C(C)(C)C)O)C(C)(C)C)=O